(S)-2-(2-methylazetidin-1-yl)pyrimidin-5-amine C[C@@H]1N(CC1)C1=NC=C(C=N1)N